(2R,3R,4R,5R)-2-((benzoyloxy) methyl)-5-(4-chloro-5-iodo-7H-pyrrolo[2,3-d]pyrimidin-7-yl)-3-methyltetrahydrofuran-3,4-diyldiacetate C(C1=CC=CC=C1)(=O)OC[C@@H]1O[C@H]([C@@H]([C@]1(CC(=O)[O-])C)CC(=O)[O-])N1C=C(C2=C1N=CN=C2Cl)I